C(C1=CC=CC=C1)OC1=NC(=CC=C1C1=CC=C(C=C1)N1CCC(CC1)C(OC)OC)OCC1=CC=CC=C1 2,6-dibenzyloxy-3-(4-(4-(dimethoxymethyl)piperidin-1-yl)phenyl)pyridine